6-[1-(2,6-dioxo-3-piperidyl)-3-methyl-2-oxo-benzimidazol-5-yl]Hexanoic acid O=C1NC(CCC1N1C(N(C2=C1C=CC(=C2)CCCCCC(=O)O)C)=O)=O